Amylacrylate C(CCCC)OC(C=C)=O